methyl 2-(difluoromethyl)-5-fluorobenzoate FC(C1=C(C(=O)OC)C=C(C=C1)F)F